ClC1=CC=C2N=C(C(=NC2=C1)[C@@H](C)N[S@](=O)C(C)(C)C)OC (R)-N-((R)-1-(7-chloro-3-methoxyquinoxalin-2-yl)ethyl)-2-methylpropane-2-sulfinamide